8-((2S,5S)-4-((2,2-Difluorobenzo[d][1,3]dioxol-5-yl)methyl)-5-(hydroxymethyl)-2-methylpiperazin-1-yl)-5-methyl-6-oxo-5,6-dihydro-1,5-naphthyridin-2-carbonitril FC1(OC2=C(O1)C=CC(=C2)CN2C[C@@H](N(C[C@H]2CO)C2=CC(N(C=1C=CC(=NC21)C#N)C)=O)C)F